rac-(2S,4r)-4-(cyclopropylmethyl)-2-phenylpiperidine hydrochloride Cl.C1(CC1)C[C@H]1C[C@H](NCC1)C1=CC=CC=C1 |r|